2-[2-(1-pyrrolidinyl)ethoxy]ethyl-N,N-dimethylamine N1(CCCC1)CCOCCN(C)C